disodium-sodium [Na].[Na].[Na]